1-bromo-3-fluoro-2,5-dimethoxybenzene BrC1=C(C(=CC(=C1)OC)F)OC